ClC1=C(C=CC=C1Cl)C1=NN2C(S1)=NC(=C2C=2OC=NN2)N2CCC(CC2)(N)C 1-(2-(2,3-dichlorophenyl)-5-(1,3,4-oxadiazol-2-yl)imidazo[2,1-b][1,3,4]thiadiazol-6-yl)-4-methylpiperidin-4-amine